ClC1=C(C=2N=C(N=C(C2C=N1)NCC1(CCC1)N(C)C)OC[C@]12CCCN2C[C@@H](C1)F)F 7-chloro-N-((1-(dimethylamino)cyclobutyl)methyl)-8-fluoro-2-(((2R,7aS)-2-fluorohexahydro-1H-pyrrolizin-7a-yl)methoxy)pyrido[4,3-d]pyrimidin-4-amine